CN(C1C[C@@H]2[C@@H](OC(O2)(CCCCCCCC\C=C/C\C=C/CCCCC)CCCCCCCC\C=C/C\C=C/CCCCC)C1)C (3aR,5s,6aS)-N,N-dimethyl-2,2-di((9Z,12Z)-octadeca-9,12-dienyl)tetrahydro-3aH-cyclopenta[d][1,3]dioxolen-5-amine